C(#N)OC1=CC=C(C=C1)C1(OC(C2=CC=CC=C12)=O)C1=CC=C(C=C1)OC#N 3,3-bis(4-cyanooxyphenyl)isobenzofuran-1(3H)-one